C(C)(C)(C)OC(C1=C(C=CC=C1)NC(C(CC1=CC(=CC=C1)Br)NC(=O)OC(C)(C)C)=O)=O 3-(3-bromophenyl)-2-((t-butoxycarbonyl)amino)propanamidobenzoic acid tert-butyl ester